FC(C=1C=C(C=CC1)C1=NC=CC=C1NC(=O)C=1SC=CC1)(F)F N-(2-(3-(trifluoromethyl)phenyl)pyridin-3-yl)thiophene-2-carboxamide